FC(C1=CC=C(CNC(=O)C23CC4(CC(CC(C2)C4)C3)C3=CC=C(C=C3)Cl)C=C1)(F)F 3-(4-Chloro-phenyl)-adamantane-1-carboxylic acid 4-trifluoromethyl-benzyl amide